O.O.C(\C=C\C(=O)O)(=O)O.NC1=C(C(=O)NC23CCC(CC2)(CC3)O)C=C(C=N1)C1=CC=C(C=C1)[C@@]13CN(C[C@H]3C1)C1CCOCC1 2-amino-N-(4-hydroxybicyclo-[2.2.2]oct-1-yl)-5-(4-((1R,5S)-3-(tetrahydro-2H-pyran-4-yl)-3-azabicyclo-[3.1.0]hex-1-yl)phenyl)-nicotinamide fumarate dihydrate